CC1=NN(C2=C1CNCC2)CC21CCC(CC2)(CC1)N1CCCC1 3-methyl-1-((4-(pyrrolidin-1-yl)bicyclo[2.2.2]Oct-1-yl)methyl)-4,5,6,7-tetrahydro-1H-pyrazolo[4,3-c]Pyridine